FC(C1=CC(=C(COC2=CC=CC(=N2)C2=CC(=C(C=C2F)CC(=O)O)F)C=C1)F)F 2-(4-(6-((4-(difluoromethyl)-2-fluorobenzyl)oxy)pyridin-2-yl)-2,5-difluorophenyl)acetic acid